S1C=NC2=C1C=C(C=C2)NC2=NC=NC1=CC(=CC(=C21)O[C@H]2CNCC[C@@H]2O)C=2C=NN(C2)C (3S,4S)-3-((4-(benzo[d]thiazol-6-ylamino)-7-(1-methyl-1H-pyrazol-4-yl)quinazolin-5-yl)oxy)piperidin-4-ol